ClC1=NC(=CC(=C1)C=1C(=NN2C1N=C(C=C2)O[C@H]2CNCC2)C=2C=C(C#N)C=CC2)C 3-[3-(2-chloro-6-methyl-4-pyridinyl)-5-[(3R)-pyrrolidin-3-yl]oxy-pyrazolo[1,5-a]pyrimidin-2-yl]benzonitrile